C(CC=C)N(C(C1=CC=C(C=C1)C)=O)C#N N-(but-3-en-1-yl)-N-cyano-4-methylbenzamide